tert-butyl N6-((benzyloxy)carbonyl)-N2-(4-(((benzyloxy)carbonyl)amino)butanoyl)-L-lysinate C(C1=CC=CC=C1)OC(=O)NCCCC[C@H](NC(CCCNC(=O)OCC1=CC=CC=C1)=O)C(=O)OC(C)(C)C